3-(5-(((1S,2S)-2-(3,3-difluoropyrrolidin-1-yl)cyclohexyl)oxy)-1-oxoisoindolin-2-yl)piperidine-2,6-dione FC1(CN(CC1)[C@@H]1[C@H](CCCC1)OC=1C=C2CN(C(C2=CC1)=O)C1C(NC(CC1)=O)=O)F